C(=CCCCCC)O heptenyl alcohol